C12CNCC(N1)C2 3,6-diazabicyclo[3.1.1]-heptane